1-((1r,3r)-5-acetyl-5-azaspiro[2.5]oct-1-yl)-3-(5-chloro-4-(5,5-dimethyl-5,6-dihydro-4H-pyrrolo[1,2-b]pyrazol-3-yl)pyridin-2-yl)urea C(C)(=O)N1C[C@]2(C[C@H]2NC(=O)NC2=NC=C(C(=C2)C2=C3N(N=C2)CC(C3)(C)C)Cl)CCC1